3-(10H-Phenothiazin-10-yl)propan C1=CC=CC=2SC3=CC=CC=C3N(C12)CCC